(S)-1-(6-(4-((3-chloro-2-fluoro-4-((tetrahydrofuran-3-yl)methoxy)phenyl)amino)pyrido[3,2-d]pyrimidin-6-yl)-1,6-diazaspiro[3.3]heptan-1-yl)prop-2-en-1-one ClC=1C(=C(C=CC1OC[C@@H]1COCC1)NC=1C2=C(N=CN1)C=CC(=N2)N2CC1(CCN1C(C=C)=O)C2)F